CC1=CC(=CC(N1)=S)C(F)(F)F 6-methyl-4-trifluoromethylpyridine-2(1H)-thione